6-chloro-4-[4-fluoro-2-(4-methyl-1,2,4-triazol-3-yl)phenyl]pyridin-2-ol ClC1=CC(=CC(=N1)O)C1=C(C=C(C=C1)F)C1=NN=CN1C